COC=1C=C(C=CC1OC)C=1N=C2N(C(C1)=O)C=C(C=C2)N2C[C@@H]1CNC[C@@H]1C2 2-(3,4-dimethoxyphenyl)-7-[(3aR,6aS)-hexahydropyrrolo[3,4-c]pyrrol-2(1H)-yl]-4H-pyrido[1,2-a]pyrimidin-4-one